Pentaerythritol tetrakis[3-(3,5-di-tert-butyl-4-hydroxyphenyl) propionate] C(C)(C)(C)C=1C=C(C=C(C1O)C(C)(C)C)CCC(=O)OCC(COC(CCC1=CC(=C(C(=C1)C(C)(C)C)O)C(C)(C)C)=O)(COC(CCC1=CC(=C(C(=C1)C(C)(C)C)O)C(C)(C)C)=O)COC(CCC1=CC(=C(C(=C1)C(C)(C)C)O)C(C)(C)C)=O